3,4-dicarboxypyridine C(=O)(O)C=1C=NC=CC1C(=O)O